5-((4-(2-(4-methylphenoxy)acetyl)piperazin-1-yl)sulfonyl)indoline-2,3-dione CC1=CC=C(OCC(=O)N2CCN(CC2)S(=O)(=O)C=2C=C3C(C(NC3=CC2)=O)=O)C=C1